C(C)(C)(C)OC(NC(C(=O)C1=C(C=CC(=C1)F)F)C)=O tert-Butyl(1-(2,5-difluorophenyl)-1-oxopropan-2-yl)carbamate